CN(C(=O)C1CC(CCC1)NC(=O)C=1N=C(SC1)C1=CN=CN1)C N-(3-(dimethylcarbamoyl)cyclohexyl)-2-(1H-imidazol-5-yl)thiazole-4-carboxamide